(R)-1-(3-(1-amino-2-carboxyethyl)phenyl)-6-(trifluoromethoxy)-1H-indole-2-carboxylic acid N[C@H](CC(=O)O)C=1C=C(C=CC1)N1C(=CC2=CC=C(C=C12)OC(F)(F)F)C(=O)O